4-methyl-N-[(1-methyl-1H-pyrazol-3-yl)methyl]-2-[(pyridin-2-yl)methyl]-8-(trifluoromethyl)-2H-furo[2,3-g]indazole-7-carboxamide CC=1C2=CN(N=C2C2=C(C1)OC(=C2C(F)(F)F)C(=O)NCC2=NN(C=C2)C)CC2=NC=CC=C2